3-(3-((5-(5-((4,6-difluoro-1H-indol-5-yl)oxy)-2-fluorophenyl)-4H-1,2,4-triazol-3-yl)methyl)phenyl)propanoic acid FC1=C2C=CNC2=CC(=C1OC=1C=CC(=C(C1)C=1NC(=NN1)CC=1C=C(C=CC1)CCC(=O)O)F)F